CC(C)(CCC[C@@H](C)[C@H]1CC[C@H]2[C@@H]3CC=C4C[C@H](CC[C@]4(C)[C@H]3CC[C@]12C)O)O cholest-5-ene-3b,25-diol